3-(4-(((5-fluorothiazolo[5,4-b]pyridin-2-yl)(4-methoxyphenethyl)-amino)methyl)phenyl)propiolic acid FC1=CC=C2C(=N1)SC(=N2)N(CCC2=CC=C(C=C2)OC)CC2=CC=C(C=C2)C#CC(=O)O